C1(CC1)C#CC=1C=C(OC2=C(N=NN2)C(=O)O)C=CC1 5-(3-(2-cyclopropylethynyl)phenoxy)-1H-1,2,3-triazole-4-carboxylic acid